2-(3-chlorophenyl)-2-methyl-1-phenylpropyl ((S)-4-methyl-1-oxo-1-(((S)-1-oxo-3-((S)-2-oxopyrrolidin-3-yl)propan-2-yl)amino)pentan-2-yl)carbamate CC(C[C@@H](C(N[C@H](C=O)C[C@H]1C(NCC1)=O)=O)NC(OC(C(C)(C)C1=CC(=CC=C1)Cl)C1=CC=CC=C1)=O)C